C(=O)O.C(C1=CC=CC=C1)NC=1C=2N(C=C(N1)SC1CNCCC1)C(=CN2)C(C)C N-benzyl-3-isopropyl-6-(piperidin-3-ylthio)imidazo[1,2-a]pyrazin-8-amine formate salt